5-(3-(2,2-difluoroethyl)-2-methyl-3H-imidazo[4,5-b]pyridin-5-yl)-N-isobutylpyrrolo[2,1-f][1,2,4]triazin-2-amine FC(CN1C(=NC=2C1=NC(=CC2)C=2C=CN1N=C(N=CC12)NCC(C)C)C)F